BrC=1C=CC(=C2CN(C(C12)=O)C(=O)OC(C)(C)C)Cl tert-butyl 7-bromo-4-chloro-1-oxoisoindoline-2-carboxylate